1-[5-(5-chloro-2-methoxypyridin-4-yl)-1H-pyrazole-3-carbonyl]-N-[(6-oxo-1,6-dihydropyridin-3-yl)methyl]piperidine-4-carboxamide ClC=1C(=CC(=NC1)OC)C1=CC(=NN1)C(=O)N1CCC(CC1)C(=O)NCC1=CNC(C=C1)=O